C(C)(C)(C)OCCN1C[C@@H]2[C@H](C1)CC(C2)NC=2N=NC(=CC2)C2=C(C(=CC(=C2)F)F)F (3aR,5s,6aS)-2-(2-(tert-butoxy)ethyl)-N-(6-(2,3,5-trifluorophenyl)pyridazin-3-yl)octahydrocyclopenta[c]pyrrol-5-amine